C(CCCCCCCO)O octane-1,8-Diol